C(C)C=1C=NC(=NC1)COC1=C(C=CC=C1F)C1=CC=CC2=C1S(CO2)=O 4-((1-(5-Ethylpyrimidin-2-yl)methoxy)-3-fluorophenyl)-2H-benzo[d][1,3]oxathiol-3-oxid